CC1(OB(OC1(C)C)C=1C=NN(C1)CC1=CC=C(CCNC(OCC(C)(C)C)=O)C=C1)C tert-butylmethyl (4-((4-(4,4,5,5-tetramethyl-1,3,2-dioxaborolan-2-yl)-1H-pyrazol-1-yl)methyl) phenethyl)carbamate